(S)-5-bromo-2-(3-(3-methylpyridin-2-yloxy)pyrrolidin-1-yl)benzonitrile BrC=1C=CC(=C(C#N)C1)N1C[C@H](CC1)OC1=NC=CC=C1C